4-(cyclohexylmethyl)-6-(6-(2-hydroxypropan-2-yl)pyridin-3-yl)-3,4-dihydropyrazino[2,3-b]pyrazin-2(1H)-one C1(CCCCC1)CN1CC(NC2=NC=C(N=C21)C=2C=NC(=CC2)C(C)(C)O)=O